C(OC1=CC=C(C=C1)[N+](=O)[O-])(OCCC(F)(F)F)=O 4-nitrophenyl (3,3,3-trifluoropropyl) carbonate